C(C)(=O)C1=CN(C2=CC=C(C=C12)C=1C=NC(=NC1)OC)CC(=O)N1[C@@H]2C[C@@H]2C[C@H]1C(=O)NC=1C(=C(C=CC1)C1=C(C=CC=C1)Cl)F (1R,3S,5R)-2-(2-(3-acetyl-5-(2-methoxypyrimidin-5-yl)-1H-indol-1-yl)acetyl)-N-(2'-chloro-2-fluorobiphenyl-3-yl)-2-azabicyclo[3.1.0]hexane-3-carboxamide